COC(=O)C=1N=NNC1 1H-1,2,3-triazole-4-carboxylic acid methyl ester